BrC1=C(C=C)C=C(C=C1)Br 2,5-dibromostyrene